(E)-9-(4-hydroxy-3,5-dimethoxybenzylidene)-1-methyl-6,7,8,9-tetrahydropyrazolo[3,4-D]pyrido[1,2-a]pyrimidin-4(1H)-one OC1=C(C=C(\C=C\2/CCCN3C2=NC2=C(C3=O)C=NN2C)C=C1OC)OC